CN1N=CC(=C1CN1CCCCC1)C=1C=C2C=C(N=CC2=CC1)NC(=O)C1CCOCC1 N-(6-(1-methyl-5-(piperidin-1-ylmethyl)-1H-pyrazol-4-yl)isoquinolin-3-yl)tetrahydro-2H-pyran-4-carboxamide